C(C)(C)CN(CC(=O)OCCCOCC(CCC)CC)C(CCCCCCCCCCC)=O 3-((2-ethylpentyl)oxy)propan-1-ol Isopropyl-Lauroyl-sarcosinate